FC1=C(C=CC(=C1)F)C1=NC=C2N1C=CN=C2N2[C@@H]1C(NCCCCCN3C(N(N=C3C=3C=CC=C(O[C@H](C2)C1)C3)C)=O)=O (14S,17S)-15-[3-(2,4-difluorophenyl)imidazo[1,5-a]pyrazin-8-yl]-4-methyl-18-oxa-3,4,6,12,15-pentazatetracyclo[17.3.1.114,17.02,6]tetracosa-1(23),2,19,21-tetraene-5,13-dione